C1(=CC=CC=C1)C1NC2=CC=CC=C2C1 C2-Phenyl-Indoline